rac-methyl (5aR,6S,7R,8R,8aS)-3,8,8a-trihydroxy-5a-(4-methoxyphenyl)-6-phenyl-5a,7,8,8a-tetrahydro-6H-cyclopenta[4,5]furo[3,2-b]pyridine-7-carboxylate OC=1C=C2C(=NC1)[C@]1([C@@](O2)([C@@H]([C@H]([C@H]1O)C(=O)OC)C1=CC=CC=C1)C1=CC=C(C=C1)OC)O |r|